1-(3-hydroxy-2-(hydroxymethyl)propyl) 8-nonyl octanedioate C(CCCCCCC(=O)OCCCCCCCCC)(=O)OCC(CO)CO